The molecule is a pentacyclic triterpenoid that is lupane having a double bond at position 20(29) as well as 3beta-hydroxy and 28-hydroxymethyl substituents. It has a role as a metabolite, an antiviral agent, an analgesic, an anti-inflammatory agent and an antineoplastic agent. It is a pentacyclic triterpenoid and a diol. It derives from a hydride of a lupane. CC(=C)[C@@H]1CC[C@]2([C@H]1[C@H]3CC[C@@H]4[C@]5(CC[C@@H](C([C@@H]5CC[C@]4([C@@]3(CC2)C)C)(C)C)O)C)CO